4-(2-chloro-3,5-dimethoxyphenyl)-N-(4-(4-ethylpiperazin-1-yl)phenyl)-2-methyl-[1,2,4]triazolo[1',5':1,6]pyrido[2,3-d]pyrimidin-8-amine ClC1=C(C=C(C=C1OC)OC)C1=CC=2C(=NC(=NC2)NC2=CC=C(C=C2)N2CCN(CC2)CC)N2C1=NC(=N2)C